FC=1C=C(CN2CC=3C(N(C=4N(C3CC2)C=CN4)CC4=CC=CC=C4)=O)C=CC1 7-(3-fluorobenzyl)-4-benzyl-6,7,8,9-tetrahydroimidazo[1,2-a]pyrido[3,4-e]pyrimidine-5(4H)-one